BrC1=CC(=CC(=C1)C(C)(C)C)Cl 1-bromo-3-chloro-5-tertbutylbenzene